bis(4-Amino-3-hydroxyphenyl)propane NC1=C(C=C(C=C1)C(C)(C)C1=CC(=C(C=C1)N)O)O